di-tert-butyl (((2-((tert-butyldimethylsilyl)oxy)ethyl)azanediyl)bis(ethane-2,1-diyl))dicarbamate [Si](C)(C)(C(C)(C)C)OCCN(CCNC(OC(C)(C)C)=O)CCNC(OC(C)(C)C)=O